5-chloro-2-{[(oxolan-3-ylmethyl)amino]methyl}-7,8-dihydro-6H-spiro[[1,3]oxazolo[5,4-f]quinazoline-9,1'-cyclohexane]-7-one ClC=1C=C2C(=C3C1NC(NC31CCCCC1)=O)OC(=N2)CNCC2COCC2